[Se-2].[Se-2].[Se-2].[Tb+3].[Tb+3] Terbium triselenide